C(C)S(=O)(=O)C=1C=C(C2=C(N(C(C(O2)(C)C)=O)C)C1)C=1C2=C(C(N(C1)C)=O)N(C=C2)S(=O)(=O)C2=CC=C(C=C2)C 6-(ethylsulfonyl)-2,2,4-trimethyl-8-{6-methyl-1-[(4-methylphenyl)sulfonyl]-7-oxo-6,7-dihydro-1H-pyrrolo[2,3-c]pyridin-4-yl}-2H-1,4-benzoxazin-3(4H)-one